O1CCN(CC1)C(=O)C1=CC=C(C=C1)C=C morpholino(4-vinylphenyl)methanone